(S)-1'-(6-((2-amino-3-chloropyridin-4-yl)thio)pyrido[2,3-b]pyrazin-2-yl)-6-methoxy-1,3-dihydrospiro[inden-2,4'-piperidin]-1-amine NC1=NC=CC(=C1Cl)SC=1C=CC=2C(=NC=C(N2)N2CCC3(CC2)[C@@H](C2=CC(=CC=C2C3)OC)N)N1